7-fluoro-2-[[4-(2-hydroxy-2-methylpropyl)phenyl]methyl]-4-(1-methylpiperidin-4-yl)-1,5-dihydro-2,4-benzodiazepin-3-one FC1=CC2=C(CN(C(N(C2)C2CCN(CC2)C)=O)CC2=CC=C(C=C2)CC(C)(C)O)C=C1